C(C)N1C2=C(N(C(C(C1)(F)F)=O)C)C=NC(=N2)NC2=CC(=C(C(=O)O)C=C2OC)F 4-((9-ethyl-7,7-difluoro-5-methyl-6-oxo-6,7,8,9-tetrahydro-5H-pyrimido[4,5-b][1,4]diazepin-2-yl)amino)-2-fluoro-5-methoxybenzoic acid